3-ethoxy-4-(((3E,7E)-4,8,12-trimethyltrideca-3,7,11-trien-1-yl)oxy)benzaldehyde C(C)OC=1C=C(C=O)C=CC1OCC\C=C(\CC\C=C(\CCC=C(C)C)/C)/C